C(C)(C)(C)C1=CC=C(C(=O)NCC2=CC=C(C=C2)C=2N(C3=CC=CC(=C3C2)NC2CCS(CC2)(=O)=O)CC(F)(F)F)C=C1 4-tert-butyl-N-[(4-{4-[(1,1-dioxo-1λ6-thian-4-yl)amino]-1-(2,2,2-trifluoroethyl)-1H-indol-2-yl}phenyl)methyl]benzamide